3-(dimethylamino)-5-(2-ethoxy-5-ethylsulfonylphenyl)-1-methylpyridin-2-one CN(C=1C(N(C=C(C1)C1=C(C=CC(=C1)S(=O)(=O)CC)OCC)C)=O)C